[(Z)-[amino(cyclopropyl)methylene]amino]4-[(1S)-1-[(2,6-dimethylfuro[2,3-d]pyrimidin-4-yl)amino]ethyl]benzoate N\C(\C1CC1)=N/C1=C(C(=O)[O-])C=CC(=C1)[C@H](C)NC=1C2=C(N=C(N1)C)OC(=C2)C